CN([C@H](CNC(C[C@@H](C1(CC1)C(F)(F)F)C1=CC=NC=C1)=O)CC=1C=C2C=CC(NC2=CC1)=O)C (R)-N-((S)-2-(dimethylamino)-3-(2-oxo-1,2-dihydroquinolin-6-yl)propyl)-3-(pyridin-4-yl)-3-(1-(trifluoromethyl)cyclopropyl)propanamide